2-(2-(diethylamino)ethoxy)-4-(1-indolyl)pyrimidine ethyl-(2E,3E)-3-(hydroxyimino)-2-[(4-methoxyphenyl)hydrazono]propanoate C(C)OC(/C(/C=N/O)=N/NC1=CC=C(C=C1)OC)=O.C(C)N(CCOC1=NC=CC(=N1)N1C=CC2=CC=CC=C12)CC